N1C(=NC2=C1C=CC=C2)C=2C(=C(C(=C(C2)OC)O)O)C 4-(1H-benzo[d]imidazol-2-yl)-6-methoxy-3-methylbenzene-1,2-diol